4-((R)-2-azidobut-2-yl)-6-chloro-1-(((S)-4-methyl-4-(methylsulfanyl)pentan-2-yl)oxy)-2,7-naphthyridine N(=[N+]=[N-])[C@](C)(CC)C1=CN=C(C2=CN=C(C=C12)Cl)O[C@@H](C)CC(C)(SC)C